2-CYCLOPROPYL-2-FORMAMIDOACETIC ACID C1(CC1)C(C(=O)O)NC=O